2-phenyl-4,5-dihydro-thiazole-4-carboxylic acid C1(=CC=CC=C1)C=1SCC(N1)C(=O)O